2,2-bis(p-chlorophenyl)acetic acid ClC1=CC=C(C=C1)C(C(=O)O)C1=CC=C(C=C1)Cl